(R)-3-allyl-1-benzoyl-2-oxopiperidine-3-carboxylic acid ethyl ester C(C)OC(=O)[C@@]1(C(N(CCC1)C(C1=CC=CC=C1)=O)=O)CC=C